ClC1=C2C(N(C=NC2=CC=C1SC=1N=CC(=NC1)N1CCC2([C@@H]([C@@H](OC2)C)NS(=O)C(C)(C)C)CC1)CC1OC1)=O N-((3S,4S)-8-(5-((5-chloro-3-(oxiran-2-ylmethyl)-4-oxo-3,4-dihydroquinazoline-6-yl)thio)pyrazin-2-yl)-3-methyl-2-oxa-8-azaspiro[4.5]decan-4-yl)-2-methylpropane-2-sulfinamide